3-fluoro-2-[4-[[3-hydroxycyclohexyl]amino]pyrido[3,4-d]pyridazin-1-yl]-5-(trifluoromethyl)phenol FC=1C(=C(C=C(C1)C(F)(F)F)O)C1=C2C(=C(N=N1)NC1CC(CCC1)O)C=NC=C2